C1(CC1)N(C(CSC=1OC(=C(N1)C1=CC=CC=C1)C1=CC=CC=C1)=O)C N-cyclopropyl-2-(4,5-diphenyloxazol-2-yl)sulfanyl-N-methyl-acetamide